1,4-Bis(4-fluorobenzoyl)benzene FC1=CC=C(C(=O)C2=CC=C(C=C2)C(C2=CC=C(C=C2)F)=O)C=C1